C(C)(C)(C)C1=NOC(=N1)C(=O)NCC1=C(C=C(C=C1)C1=NC=NC=2NC3=CC=C(C=C3C21)N2CCN(CC2)C(=O)OC(C)(C)C)C tert-butyl 4-(4-(4-((3-(tert-butyl)-1,2,4-oxadiazole-5-carboxamido)methyl)-3-methylphenyl)-9H-pyrimido[4,5-b]indol-6-yl)piperazine-1-carboxylate